methyl-3,4-dihydroquinazolin-4-one CC1=NC2=CC=CC=C2C(N1)=O